2-(dimethylamino)-1-[(3S,4R)-3-fluoro-4-[(2-{3-[(4-methanesulfonyl-2-methoxyphenyl)amino]prop-1-yn-1-yl}-1-(2,2,2-trifluoroethyl)-1H-indol-4-yl)amino]piperidin-1-yl]ethan-1-one CN(CC(=O)N1C[C@@H]([C@@H](CC1)NC1=C2C=C(N(C2=CC=C1)CC(F)(F)F)C#CCNC1=C(C=C(C=C1)S(=O)(=O)C)OC)F)C